C(C)C1=CC2=C(C(N1CC(C1=CC=CC=C1)=O)=O)C(=C(N2C)C(=O)NC2CCN(CC2)C(CO)=O)OCC(F)(F)F 6-ethyl-N-[1-(hydroxyacetyl)piperidin-4-yl]-1-methyl-4-oxo-5-(2-oxo-2-phenylethyl)-3-(2,2,2-trifluoroethoxy)-4,5-dihydro-1H-pyrrolo[3,2-c]pyridine-2-carboxamide